hydroxycyclopropanecarboxylate OC1(CC1)C(=O)[O-]